C(C)(C)(C)C1=CC=C(C=C1)C1=CC=C(C2=NN(N=C21)CC(C)C)C=2SC(=CC2)C=O 4-(4-(tert-butyl)phenyl)-2-isobutyl-7-(5-formylthiophen-2-yl)-benzotriazole